BrC1=CC=C(C=C1)C=1C=NC=NC1 5-(4-bromophenyl)-pyrimidine